N-(5-(((5-(tert-butyl)oxazol-2-yl)methyl)thio)thiazol-2-yl)-1'-((2-(2,6-dioxopiperidin-3-yl)-1,3-dioxoisoindolin-5-yl)methyl)-[1,4'-bipiperidine]-4-carboxamide C(C)(C)(C)C1=CN=C(O1)CSC1=CN=C(S1)NC(=O)C1CCN(CC1)C1CCN(CC1)CC=1C=C2C(N(C(C2=CC1)=O)C1C(NC(CC1)=O)=O)=O